7-(6-chloropyridin-3-yl)-9,9-dimethyl-9H-fluorene-2-carbonitrile ClC1=CC=C(C=N1)C1=CC=C2C=3C=CC(=CC3C(C2=C1)(C)C)C#N